tert-butyl (3S,4R)-3-((8-fluoro-4-(4-(trifluoromethyl)phenyl)phthalazin-1-yl)amino)-4-(hydroxymethyl)pyrrolidine-1-carboxylate FC=1C=CC=C2C(=NN=C(C12)N[C@@H]1CN(C[C@H]1CO)C(=O)OC(C)(C)C)C1=CC=C(C=C1)C(F)(F)F